CC(C(C)O)NC1=NC(=NC(=N1)C1=NC(=CC=C1)C(F)(F)F)NC=1C=NC=C(C1)C(F)(F)F methyl-1-(4-(6-(trifluoromethyl)pyridin-2-yl)-6-(5-(trifluoromethyl)pyridin-3-ylamino)-1,3,5-triazin-2-ylamino)propan-2-ol